OCC(C)(CO)NC(=O)C=1C2=C(N(N1)C1=CSC=C1)C=1C=C(C(=CC1OC2)OC)C2=NN(C=C2)C 7-methoxy-8-(1-methyl-1H-pyrazol-3-yl)-1-thiophen-3-yl-1,4-dihydro-chromeno[4,3-c]pyrazole-3-carboxylic acid (2-hydroxy-1-hydroxymethyl-1-methyl-ethyl)-amide